C1(=CC=C(C=C1)C(CSC=1OC(=NN1)COC1=CC(=CC=C1)Cl)=O)C1=CC=CC=C1 1-((1,1'-biphenyl)-4-yl)-2-((5-((3-chlorophenoxy)methyl)-1,3,4-oxadiazol-2-yl)thio)ethan-1-one